1-(tert-butoxy)-N,N-bis(4-methoxybenzyl)isoquinolin-3-amine C(C)(C)(C)OC1=NC(=CC2=CC=CC=C12)N(CC1=CC=C(C=C1)OC)CC1=CC=C(C=C1)OC